Cl.COC([C@@H](N)[C@@H](C)CC)=O L-isoleucine methyl ester HCl salt